FC1=C(C(=C(C=C1OC)OC)F)N1C(N(C2=C(C1)C=NC1=C2C=C(N1)C(=O)O)C)=O 3-(2,6-difluoro-3,5-dimethoxyphenyl)-1-methyl-2-oxo-2,3,4,7-tetrahydro-1H-pyrrolo[3',2':5,6]pyrido[4,3-d]pyrimidine-8-carboxylic acid